[N+](=O)([O-])C1=CC=C(C=C1)N1CCN(CC1)CCS(=O)(=O)NC=1C=C2C=CC=NC2=CC1 2-[4-(4-nitrophenyl)piperazin-1-yl]-N-(quinolin-6-yl)ethanesulfonamide